(S)-2-(1,3-dioxaisoindolin-2-yl)-4-methylpentanoic acid O1N(OC2=CC=CC=C12)[C@H](C(=O)O)CC(C)C